4-(4-morpholinophenyl)oxazolidin-2-on Tert-butyl-(1S,5R)-3-(2-chloro-6,8-difluoroquinazolin-4-yl)-1-methyl-3,8-diazabicyclo[3.2.1]octane-8-carboxylate C(C)(C)(C)OC(=O)N1[C@@]2(CN(C[C@H]1CC2)C2=NC(=NC1=C(C=C(C=C21)F)F)Cl)C.O2CCN(CC2)C2=CC=C(C=C2)C2NC(OC2)=O